C1(=CC=CC=C1)N1N=C(C(=C1\C=C\C1=CC=CC=C1)N1CCOCC1)C1=CC=CC=C1 (E)-(1,3-diphenyl-5-styryl-1H-pyrazol-4-yl)(morpholin)